P(=O)(O)(O)O.C(=C)[SiH](C)C.C(=C)[SiH](C)C.C(=C)[SiH](C)C tri-(vinyl-dimethyl-silane) phosphate